thiaundecanolide S1(CCCCCCCCCCO1)=O